2-acetamido-4-((6-aminohexyl)amino)-N-(4-methyl-5-nitrothiazol-2-yl)benzamide C(C)(=O)NC1=C(C(=O)NC=2SC(=C(N2)C)[N+](=O)[O-])C=CC(=C1)NCCCCCCN